Cl.OCCOCCN(C)C[C@@H]1N(C[C@H](NC1)C)CC(=O)N1CCN(CC1)C(=O)C=1N(C2=CC(=CC=C2C1)OC)C 2-((2R,5R)-2-(((2-(2-Hydroxyethoxy)ethyl)(methyl)amino)methyl)-5-methylpiperazin-1-yl)-1-(4-(6-methoxy-1-methyl-1H-indole-2-carbonyl)piperazin-1-yl)ethan-1-one Hydrochloride